acryloyl-oxyethyl-methyl-morpholinoammonium chloride [Cl-].C(C=C)(=O)OCC[NH+](N1CCOCC1)C